5-methyl-7-phenyl-N2-(quinuclidin-4-yl)pyrido[2,3-d]pyrimidine-2,4-diamine CC1=CC(=NC=2N=C(N=C(C21)N)NC21CCN(CC2)CC1)C1=CC=CC=C1